C(C1=CC=CC=C1)C=1N=C(SC1)Cl 4-benzyl-2-chloro-1,3-thiazole